7-methoxy-N-(propan-2-yl)-6-{[2-(pyrrolidin-1-yl)ethoxy]methyl}-1H,2H,3H-cyclopenta[b]quinolin-9-amine COC1=CC=2C(=C3C(=NC2C=C1COCCN1CCCC1)CCC3)NC(C)C